cetyl-diethyl-(3-triethoxysilylpropyl)ammonium chloride [Cl-].C(CCCCCCCCCCCCCCC)[N+](CCC[Si](OCC)(OCC)OCC)(CC)CC